FC1(CCC(CC1)S1C[C@H](CN2C(N=C(C3=CC(=CC1=C23)C(F)(F)F)N2C[C@@H](N[C@@H](C2)C)C)=O)OC2=NC=CC=N2)F (S)-l-1-(4,4-difluorocyclohexyl)-8-((3S,5R)-3,5-dimethylpiperazin-1-yl)-3-(pyrimidin-2-yloxy)-10-(trifluoromethyl)-3,4-dihydro-2H,6H-[1,4]thiazepino[2,3,4-ij]quinazolin-6-one